7-chloro-5-(2-fluorophenyl)-2,3-dihydro-2-oxo-1H-1,4-benzodiazepine-3-carboxylic acid ethyl ester C(C)OC(=O)C1C(NC2=C(C(=N1)C1=C(C=CC=C1)F)C=C(C=C2)Cl)=O